4-nitrohippuric acid [N+](=O)([O-])C1=CC=C(C(NCC(=O)O)=O)C=C1